2-ISOCYANO-4-BENZYLOXYCARBONYLBUTYRIC ACID METHYL ESTER COC(C(CCC(=O)OCC1=CC=CC=C1)[N+]#[C-])=O